IC1=CC=C(C=C1)C(C)O 1-(4-iodophenyl)ethan-1-ol